(2S,3R)-3-methoxy-2-methylpyrrolidine-1-carboxylic acid tert-butyl ester C(C)(C)(C)OC(=O)N1[C@H]([C@@H](CC1)OC)C